3-((1H-pyrazol-4-yl)methyl)benzonitrile hydrochloride Cl.N1N=CC(=C1)CC=1C=C(C#N)C=CC1